F[C@H]1CO[C@H](C2=CC=C(C=C12)F)[C@H]1NCCC1 (S)-2-((1R,4R)-4,6-Difluoroisochroman-1-yl)pyrrolidine